C(C1=CC=CC=C1)OC1=NC(=CC=C1C=1C=C(C=CC1C)N1CCN(CC1)C(=O)OC(C)(C)C)OCC1=CC=CC=C1 tert-butyl 4-[3-(2,6-dibenzyloxy-3-pyridyl)-4-methyl-phenyl]piperazine-1-carboxylate